FC1=C(CN2N=C3N([C@@H](CCC3)C(=O)N3C[C@H](CC3)F)C2=O)C=CC(=C1)F (5S)-2-(2,4-Difluorobenzyl)-5-{[(3S)-3-fluoropyrrolidin-1-yl]carbonyl}-5,6,7,8-tetrahydro[1,2,4]triazolo[4,3-a]pyridin-3(2H)-one